BrNC(C)=O N-Bromoacetamid